diethyl p-aminophenyl phosphate P(=O)(OCC)(OCC)OC1=CC=C(C=C1)N